P(=O)(O)(O)OCOC(=O)NC(C(=O)O)C ((((phosphonooxy)methoxy)carbonyl)amino)propionic acid